benzo[d]thiazol-4-amine S1C=NC=2C1=CC=CC2N